boron-titanium-gadolinium [Gd].[Ti].[B]